NC1=NN(C2=CC(=CC(=C12)C1=CC=C(C=C1)NC(=O)C=1C(N(C=CC1OCC)C1=NC=C(C=C1)F)=O)N1C[C@@H]2N(CC1)C(CC2)=O)C (R)-N-(4-(3-amino-1-methyl-6-(6-oxohexahydropyrrolo[1,2-a]pyrazin-2(1H)-yl)-1H-indazol-4-yl)phenyl)-4-ethoxy-5'-fluoro-2-oxo-2H-[1,2'-bipyridine]-3-carboxamide